OC(C)(C)C1=NC=CC(=C1)C1=C2C(=NC=C1)C=C(O2)C2=CC=C(C(=O)NC)C=C2 4-(7-(2-(2-hydroxypropan-2-yl)pyridin-4-yl)furo[3,2-b]pyridin-2-yl)-N-methylbenzamide